ClC=1C(=C(C(=CC1)N1N=NN=C1)C=1C=CC(=NC1)C(CCOC([2H])([2H])[2H])N1N=CC(=C1)C1=CC=C(C=C1)NC(OC)=O)F methyl (4-(1-(1-(5-(3-chloro-2-fluoro-6-(1H-tetrazol-1-yl)phenyl)pyridin-2-yl)-3-(methoxy-d3)propyl)-1H-pyrazol-4-yl)phenyl)carbamate